C1(CC1)S(=O)(=O)NC1=CC(=NC=C1)[C@@](COC)(C)NC(=O)C=1SC(=CN1)C1=NC(=CN=C1)OCC (R)-N-(2-(4-(cyclopropanesulfonamido)pyridin-2-yl)-1-methoxypropan-2-yl)-5-(6-ethoxypyrazin-2-yl)thiazole-2-carboxamide